ClC1=CC=C(C=C1)N1N=NC(=C1)C1=CC=C(\C=C\2/C(NC3=CC=CC=C23)=O)C=C1 (Z)-3-(4-(1-(4-chlorophenyl)-1H-1,2,3-triazol-4-yl)benzylidene)indolin-2-one